[2-(methyloxy)ethyl]amine dihydrochloride Cl.Cl.COCCN